(3aR,5s,6aS)-5-((5-(7-hydroxy-4,5,6,7-tetrahydrobenzo[d]thiazol-2-yl)-1H-pyrrolo[2,3-b]pyridin-4-yl)amino)-N-(2-hydroxyethyl)hexahydrocyclopenta[c]pyrrole-2(1H)-sulfonamide OC1CCCC=2N=C(SC21)C=2C(=C1C(=NC2)NC=C1)NC1C[C@@H]2[C@@H](CN(C2)S(=O)(=O)NCCO)C1